(3E)-4-(3-chlorophenyl)-N-((1R,2R,4S)-7-cyano-7-azabicyclo[2.2.1]heptan-2-yl)-3-butenamide ClC=1C=C(C=CC1)/C=C/CC(=O)N[C@H]1[C@H]2CC[C@@H](C1)N2C#N